(R)-7-((3-((4-methoxybenzyl)oxy)phenyl)(pyridin-4-yl)methoxy)chroman-4-one COC1=CC=C(COC=2C=C(C=CC2)[C@H](OC2=CC=C3C(CCOC3=C2)=O)C2=CC=NC=C2)C=C1